FC(C1=NN2C(N=C(C=C2NCC2(CCC(CC2)NCC(C)(O)C)C2=CC=C(C=C2)F)C(F)(F)F)=C1)(F)F 1-(((1s,4s)-4-(((2,5-bis(trifluoromethyl)pyrazolo[1,5-a]pyrimidin-7-yl)amino)methyl)-4-(4-fluorophenyl)cyclohexyl)amino)-2-methylpropan-2-ol